FC1=C(C(=O)C(C#N)C#N)C=CC=C1 (2-fluorobenzoyl)malononitrile